5-(4-amino-2-fluorophenyl)-1,6-dimethylpyridin-2(1H)-one NC1=CC(=C(C=C1)C=1C=CC(N(C1C)C)=O)F